1-amino-2-(piperidin-4-ylmethyl)-4-(4-(pyridin-2-ylcarbamoyl)phenyl)-1H-imidazole-5-carboxamide NN1C(=NC(=C1C(=O)N)C1=CC=C(C=C1)C(NC1=NC=CC=C1)=O)CC1CCNCC1